O=S1(C2=C(C=C1)C=CC=C2)=O 1,1-dioxidobenzo[b]thiophen